2,5-Diphenyl-oxazole C1(=CC=CC=C1)C=1OC(=CN1)C1=CC=CC=C1